COC1=CC=C(C=C1)/C=C/C=1N=C2N(C=CC(=C2)C#N)C1NC 2-[(E)-2-(4-Methoxyphenyl)ethenyl]-3-(methyl-amino)imidazo[1,2-a]pyridine-7-carbonitrile